ClC1=NC(=C2C(=N1)N(N=C2CC)C2CCCC2)NCC2=CC=C(C=C2)F 6-chloro-1-cyclopentyl-3-ethyl-N-[(4-fluorophenyl)methyl]pyrazolo[3,4-d]pyrimidin-4-amine